ClC1=CC2=C(CC(N(CC2)CC2=C(N=C3N2C=CC=C3)C(F)(F)F)=O)C=C1 7-chloro-3-{[2-(trifluoromethyl)imidazo[1,2-a]pyridin-3-yl]methyl}-1,3,4,5-tetrahydro-2H-3-benzazepin-2-one